3-(7-methyl-1-oxo-5-{1-[(1r,3r)-3-(piperidin-4-yloxy)cyclobutyl]piperidin-4-yl}-3H-isoindol-2-yl)piperidine-2,6-dione hydrochloride Cl.CC=1C=C(C=C2CN(C(C12)=O)C1C(NC(CC1)=O)=O)C1CCN(CC1)C1CC(C1)OC1CCNCC1